NC=1C(=NC=C(C1)Br)CC(=O)OCC ethyl 2-(3-amino-5-bromopyridin-2-yl)acetate